(methacryloyloxy)propyltrimethylsilane tert-butyl-N-ethyl-N-[5-fluoro-3-[(3R)-3-[4-(2-hydroxyacetyl)anilino]-1-piperidyl]-3-methyl-2-OXO-indolin-7-yl]carbamate C(C)(C)(C)OC(N(C=1C=C(C=C2C(C(NC12)=O)(C)N1C[C@@H](CCC1)NC1=CC=C(C=C1)C(CO)=O)F)CC)=O.C(C(=C)C)(=O)OCCC[Si](C)(C)C